Cl.CC1(CNC1)C(O)C=1C=NC=C(C1)C=1OC(=CN1)C1CCOCC1 (3-methyl-azetidin-3-yl)-{5-[5-(tetrahydro-pyran-4-yl)-oxazol-2-yl]-pyridin-3-yl}-methanol, hydrochloride salt